CN(CC[C@H](CSC1=CC=C(C=C1)F)NC1=C(C=C(C=C1F)S(=O)(=O)NC(=O)[C@@]1(OCCOC1)C)F)C (R)-N-((4-(((R)-4-(DIMETHYLAMINO)-1-((4-FLUOROPHENYL)THIO)BUTAN-2-YL)AMINO)-3,5-DIFLUOROPHENYL)SULFONYL)-2-METHYL-1,4-DIOXANE-2-CARBOXAMIDE